ethyl (((((1S,4R)-4-(5-methyl-2,4-dioxo-3,4-dihydropyrimidin-1(2H)-yl) cyclopent-2-en-1-yl)oxy)methyl)(phenoxy)phosphoryl)-L-alaninate CC=1C(NC(N(C1)[C@H]1C=C[C@H](C1)OCP(=O)(OC1=CC=CC=C1)N[C@@H](C)C(=O)OCC)=O)=O